CC(C(=O)OCOP(=O)(CC\C=C(\COCN(CC)C(=O)OCC1=CC=C(C=C1)NC([C@H](C)N)=O)/C)OCOC(C(C)(C)C)=O)(C)C (S,E)-(((5-(((((4-(2-Aminopropanamido)benzyl)oxy)carbonyl)(ethyl)amino)methoxy)-4-methylpent-3-en-1-yl)phosphoryl)bis(oxy))bis(methylene) bis(2,2-dimethylpropanoate)